4-(1-((benzyloxy)carbonyl)-4-methoxypiperidin-2-yl)-2-chlorobenzoic acid C(C1=CC=CC=C1)OC(=O)N1C(CC(CC1)OC)C1=CC(=C(C(=O)O)C=C1)Cl